NC=1C=C(C=C(C1)N)C(F)(F)F 3,5-diaminobenzotrifluoride